Ethyl fluorophosphate P(=O)(OCC)([O-])F